N-((1r,3r)-3-((5-(imidazo[1,2-a]pyrimidin-6-yl)-4-methoxypyrrolo[2,1-f][1,2,4]triazin-2-yl)amino)-1-methylcyclobutyl)-N-methylacetamide N=1C=CN2C1N=CC(=C2)C=2C=CN1N=C(N=C(C12)OC)NC1CC(C1)(C)N(C(C)=O)C